bromo-4-(3-chloroanilino)-2',3',4',5'-tetrahydrospiro[cyclohexane-1,8'-indeno[5,6-b][1,4]dioxine]-4-carboxylic acid BrC1COC2C(O1)=CC=1C3(C=CC1C2)CCC(CC3)(C(=O)O)NC3=CC(=CC=C3)Cl